C(C)(C)C1N2C(C=3C=C(C4=C(C3C1)C=CN4CCCOC)OC)=CC(C(=C2)C(=O)O)=O 5-isopropyl-12-methoxy-1-(3-methoxypropyl)-9-oxo-1,4,5,9-tetrahydropyrido[2,1-a]Pyrrolo[3,2-f]Isoquinoline-8-carboxylic acid